2-(3-chlorophenylsulfonyl)acetonitrile ClC=1C=C(C=CC1)S(=O)(=O)CC#N